2,5-dioxopyrrolidin-1-yl 2,5,8,11,14,17,20,23-octaoxahexacosan-26-oate COCCOCCOCCOCCOCCOCCOCCOCCC(=O)ON1C(CCC1=O)=O